N-((R)-1-(3,5-bis(1-methyl-1H-pyrazol-4-yl)phenyl)ethyl)-2-methyl-5-(((S)-1-methylpyrrolidin-3-yl)methoxy)benzamide CN1N=CC(=C1)C=1C=C(C=C(C1)C=1C=NN(C1)C)[C@@H](C)NC(C1=C(C=CC(=C1)OC[C@@H]1CN(CC1)C)C)=O